4-((2S,5R)-2,5-Dimethyl-4-((S)-1-(4-(trifluoromethyl)phenyl)propyl)piperazin-1-yl)-1-(((S)-tetrahydrofuran-2-yl)methyl)-1H-[1,2,4]triazolo[3,4-b]purine C[C@@H]1N(C[C@H](N(C1)[C@@H](CC)C1=CC=C(C=C1)C(F)(F)F)C)C=1C=2N=CN(C2N2C(N1)=NN=C2)C[C@H]2OCCC2